(R)-l-1-(4-fluorophenyl)-3-(methoxymethoxy)-10-(trifluoromethyl)-3,4-dihydro-2H,6H-[1,4]thiazepino[2,3,4-ij]quinazoline-6,8(7H)-dione FC1=CC=C(C=C1)S1C[C@@H](CN2C(NC(C3=CC(=CC1=C23)C(F)(F)F)=O)=O)OCOC